CN(CC(=O)OC(CN(C)C)=O)C N,N-dimethylglycine anhydride